2-cyclopropoxy-4-((triisopropylsilyl)ethynyl)benzaldehyde C1(CC1)OC1=C(C=O)C=CC(=C1)C#C[Si](C(C)C)(C(C)C)C(C)C